CC1=CC(=NN1CC(=O)OCCC=C(F)F)C(F)(F)F 4,4-difluorobut-3-en-1-yl 2-(5-methyl-3-(trifluoromethyl)-1H-pyrazol-1-yl)acetate